C1(CC1)CN1C(=NC2=C1C=CC=C2)C2CCN(CC2)CC=2C=C1C(=NN(C1=CC2)C2=C(C=CC=C2)F)C 5-((4-(1-(cyclopropylmethyl)-1H-benzo[d]imidazol-2-yl)piperidin-1-yl)methyl)-1-(2-fluorophenyl)-3-methyl-1H-indazole